5,7,4'-trihydroxy-8-methoxyisoflavone OC1=C2C(C(=COC2=C(C(=C1)O)OC)C1=CC=C(C=C1)O)=O